C1(=CC=CC=C1)CCCN1C2=C(C3=CC=CC=C13)C=CN1C2=NC(=C1)C(F)(F)F 11-(3-Phenylpropyl)-2-(trifluoromethyl)-11H-imidazo[1',2':1,2]pyrido[3,4-b]indole